C(=O)(O)C=1C(=C(OSOC2=C(C(=CC=C2)C(=O)O)C(=O)O)C=CC1)C(=O)O bis(dicarboxyphenoxy) thioether